C(C(=C)C)(=O)OCC[Si](OC)(OC)OC 2-methacryloyloxyethyltrimethoxysilane